N1CC(NCCC2=C1C=CC=C2)=O 1,4,5,6-tetrahydro-1,4-benzodiazocin-3(2H)-one